N-(4-(4-amino-2,7-dimethyl-7H-pyrrolo[2,3-d]pyrimidin-5-yl)-2,3-difluorophenyl)-2-(3,5-difluorophenyl)-2-hydroxyacetamide NC=1C2=C(N=C(N1)C)N(C=C2C2=C(C(=C(C=C2)NC(C(O)C2=CC(=CC(=C2)F)F)=O)F)F)C